N-(1,1-dioxo-2,3-dihydro-1λ6-benzothiophen-7-yl)-N-[(4-formyl-3-nitro-phenyl)methyl]pyridine-3-carboxamide O=S1(CCC2=C1C(=CC=C2)N(C(=O)C=2C=NC=CC2)CC2=CC(=C(C=C2)C=O)[N+](=O)[O-])=O